C(CC)OC(C(C(=O)O)(CCC)CCC)=O dipropylmalonic acid monopropyl ester